2'-[6-amino-5-(difluoromethyl)pyridin-3-yl]-N-ethyl-5',6'-dihydrospiro[pyrrolidine-3,4'-pyrrolo[1,2-b]pyrazole]-1-carboxamide NC1=C(C=C(C=N1)C=1C=C2N(N1)CCC21CN(CC1)C(=O)NCC)C(F)F